C(CC)N1C(CCCCC1)=O N-propyl-ε-caprolactam